1-((6'-carboxy-[1,1':3',1''-terphenyl]-4-yl)methyl)-4-ethyl-2-propyl-1H-imidazole-5-carboxylic acid C(=O)(O)C1=CC=C(C=C1C1=CC=C(C=C1)CN1C(=NC(=C1C(=O)O)CC)CCC)C1=CC=CC=C1